C(C1=CC=CC=C1)C=1C=NC(=NC1)N1C=C(C=C1)C=1C=NN2C1C=CC(=C2)C=2C=NN(C2)C 3-[1-(5-benzyl-pyrimidin-2-yl)-1H-pyrrol-3-yl]-6-(1-methyl-1H-pyrazol-4-yl)pyrazolo[1,5-a]pyridine